{6-bromoimidazo[1,2-a]pyridin-2-yl}-4-methylpyrrolidine trifluoroacetate FC(C(=O)O)(F)F.BrC=1C=CC=2N(C1)C=C(N2)N2CCC(C2)C